C(C)(C)NC1=NC(=NC=C1C(F)(F)F)NC1=C2C=NN(C2=CC=C1)CC#N 2-(4-((4-(isopropylamino)-5-(trifluoromethyl)pyrimidin-2-yl)amino)-1H-indazol-1-yl)acetonitrile